[2-chloro-4-[[3-(3-fluoro-4-methoxyphenyl)imidazo[1,2-a]pyrazin-8-yl]amino]phenyl]-[4-[2-(cyclopropylamino)ethyl]piperazin-1-yl]methanone ClC1=C(C=CC(=C1)NC=1C=2N(C=CN1)C(=CN2)C2=CC(=C(C=C2)OC)F)C(=O)N2CCN(CC2)CCNC2CC2